trans-N-(8-amino-6-(2-amino-3-methylpyridin-4-yl)isoquinolin-3-yl)-2-(1-methyl-1H-pyrazol-4-yl)cyclopropane-1-carboxamide NC=1C=C(C=C2C=C(N=CC12)NC(=O)[C@H]1[C@@H](C1)C=1C=NN(C1)C)C1=C(C(=NC=C1)N)C